Exo-1,7,7-trimethylbicyclo[2.2.1]hept-2-yl acrylat C(C=C)(=O)OC1C2(CCC(C1)C2(C)C)C